acrylic acid hydroxyester OOC(C=C)=O